2-[[3-oxo-8-[4-(trifluoromethyl)-3-pyridyl]-1H-benzo[e]isoindol-2-yl]methyl]prop-2-enamide O=C1N(CC=2C3=C(C=CC12)C=CC(=C3)C=3C=NC=CC3C(F)(F)F)CC(C(=O)N)=C